(2R,4S,5R,6R)-6-((1R,2R)-1,2-dihydroxy-3-(4-hydroxybenzamido)propyl)-4-hydroxy-5-(2-hydroxyacetamido)-2-(2-(2-(prop-2-yn-1-yloxy)ethoxy)ethoxy)tetrahydro-2H-pyran-2-carboxylic acid O[C@H]([C@@H](CNC(C1=CC=C(C=C1)O)=O)O)[C@H]1[C@@H]([C@H](C[C@@](O1)(C(=O)O)OCCOCCOCC#C)O)NC(CO)=O